C(C)C(CN)CCCCCN 2-Ethyl-1,7-heptanediamine